triethyl-arsine C(C)[As](CC)CC